FC1=CC=C(OC2=CC=C(N=N2)C(C(=O)N)C)C=C1 (6-(4-fluorophenoxy)pyridazin-3-yl)propanamide